N[C@H]1CN(CCC1)C(=O)C1=NN(C(=C1)C1=CC(=C(C#N)C=C1)F)C1=C(C=C(C=C1F)C1CC1)F (R)-4-(3-(3-Aminopiperidin-1-carbonyl)-1-(4-cyclopropyl-2,6-difluorophenyl)-1H-pyrazol-5-yl)-2-fluorobenzonitril